OC1=C(CNC2=C3N=CN(C3=NC=N2)[C@H]2[C@@H](O)[C@H](O)[C@H](O2)CO)C=CC=C1I 6-(2-hydroxy-3-iodobenzylamino)-9-β-D-arabinofuranosylpurine